CN1CC(CCC1)CC=1C=CN(C2CCNNC21)C2=C(C=C(C=C2)C(F)(F)F)O 2-(8-((1-methylpiperidin-3-yl)methyl)-1,2,3,4-tetrahydropyrido[2,3]pyridazin-5-yl)-5-(trifluoromethyl)phenol